2-(R,S)-(3-methylphenyl)propanoic acid CC=1C=C(C=CC1)[C@H](C(=O)O)C |r|